C12(CC3CC(CC(C1)C3)C2)CC(=O)NC2=CC3=C(NC(=N3)CN)C=C2 (1-adamantyl)-N-[2-(aminomethyl)-1H-benzimidazol-5-yl]acetamide